The molecule is a non-proteinogenic L-alpha-amino acid that is L-tyrosine in which the hydrogens at positions 2 and 3 as well as the phenolic hydrogen are replaced by methyl groups. It is an O,2,3-trimethyltyrosine, a L-tyrosine derivative and a non-proteinogenic L-alpha-amino acid. It is an enantiomer of a D-O,2,3-trimethyltyrosine. CC1=C(C=CC(=C1C)OC)C[C@@H](C(=O)O)N